1,5-dihydro-triazole N1NN=CC1